[Si](C)(C)(C(C)(C)C)OCC1N(CCN(C1)C=1C=NN2C1C=CC(=C2)C=2C=NN(C2)C)C(=O)OC(C)(C)C tert-butyl 2-(((tert-butyldimethylsilyl)oxy)methyl)-4-(6-(1-methyl-1H-pyrazol-4-yl)pyrazolo[1,5-a]pyridin-3-yl)piperazine-1-carboxylate